C(CCCCCCCCCC=CCCCCCCCC)(=O)OCCCCCCCCCCCCCCCCCCCCCCCCCCCCCCCCCCCCC(=O)O 37-(eicos-11-enoyloxy)-heptatriacontanoic acid